C(C)(C)(C)O[C@@H]1C[C@H](NC1)C(=O)OC(C)(C)C tert-butyl (2S,4R)-4-(tert-butoxy)pyrrolidine-2-carboxylate